S1C=CC=2CN(CCC21)C2=NC=C(C=N2)C2=C1C=C(C(=CC1=CC1=C2C(OC1)=O)OC)OC 9-(2-(6,7-dihydrothieno[3,2-c]pyridin-5(4H)-yl)pyrimidin-5-yl)-6,7-dimethoxynaphtho[2,3-c]furan-1(3H)-one